FC1=C(C=C(CC2(N=C(C=3C(=N2)N(NC3)C3CCOCC3)NC3=NNC(=C3)C)N)C=C1)N1CCOCC1 6-(4-fluoro-3-morpholinobenzyl)-N4-(5-methyl-1H-pyrazol-3-yl)-1-(tetrahydro-2H-pyran-4-yl)-1H-pyrazolo[3,4-d]Pyrimidine-4,6-diamine